C(C1=CC=CC=C1)(=O)C(CN(S(=O)(=O)S(=O)(=O)C1=CC=CC=C1)S(=O)(=O)C1=CC=CC=C1)C(C)(C)F N-(2-benzoyl-3-fluoro-3-methylbutyl)-N-(phenylsulfonyl)benzenesulfonylsulfonamide